ClC=1C=C(OCC=2N=NNC2)C=CC1 4-((3-chlorophenoxy)methyl)-1H-1,2,3-triazol